C1OC=NCC12CCN(CC2)C(=O)[O-] 2-oxa-4,9-diazaspiro[5.5]undec-3-ene-9-carboxylate